S1C=NC2=C1C=CC(=C2)[C@H]2NC[C@@H](C(C2)O)C |r| rac-(2S,5S)-2-(1,3-Benzothiazol-5-yl)-5-methyl-Piperidin-4-Ol